COC([C@@H](NC(=O)OCC1=CC=CC=C1)CC1=CC=C(C=C1)O)=O N-(benzyloxycarbonyl)-L-tyrosine methyl ester